CS(=O)(=O)NC=1OC=C(N1)C(=O)O 2-(methanesulfonylamino)oxazole-4-carboxylic acid